O1C2=C(OCC1C=1N[C@H]([C@@H](N1)[2H])[2H])C=CC=C2 (4S,5S)-2-(2,3-dihydrobenzo[b][1,4]dioxin-2-yl)-4,5-dihydro-1H-imidazole-4,5-d2